NCCCN(CCCNC1=CC(=NC2=CC=CC=C12)C1=CC=C(C=C1)OC)C N1-(3-aminopropyl)-N3-(2-(4-methoxyphenyl)quinolin-4-yl)-N1-methylpropane-1,3-diamine